ClC=1C=CC2=C(C(=N[C@H](C=3N2C(=NN3)SC3CCN(CC3)C)CCC(=O)OC)C3=C(C=CC=C3)Cl)C1 methyl (S)-3-(8-chloro-6-(2-chlorophenyl)-1-((1-methylpiperidin-4-yl)thio)-4H-benzo[f][1,2,4]triazolo[4,3-a][1,4]diazepin-4-yl)propionate